FC1=CC=C(C=C1)CCCC(=O)NC1=CC=C(C=C1)CCO 4-(4-fluorophenyl)-N-[4-(2-hydroxyethyl)phenyl]butanamide